Tert-butyl 4-((4-chloropyridin-3-yl)(6-(trifluoromethyl)pyridin-3-yl)amino)piperidine-1-carboxylate ClC1=C(C=NC=C1)N(C1CCN(CC1)C(=O)OC(C)(C)C)C=1C=NC(=CC1)C(F)(F)F